(((3-chloro-1-(5-(2-chloro-4-isopropoxyphenyl)-1,2,4-oxadiazol-3-yl)-1H-indol-5-yl)methyl)amino)propionic acid ClC1=CN(C2=CC=C(C=C12)CNC(C(=O)O)C)C1=NOC(=N1)C1=C(C=C(C=C1)OC(C)C)Cl